C(C)(C)(C)OC(=O)N(C1=NC=CC(=C1)C=1OC=C(N1)C(=O)NC=1C(=NN(C1)C1=CC=C(C(=O)OC)C=C1)C(F)(F)F)CC(F)(F)F methyl 4-[4-[[2-[2-[tert-butoxycarbonyl(2,2,2-trifluoroethyl)amino]-4-pyridyl]oxazole-4-carbonyl]amino]-3-(trifluoromethyl) pyrazol-1-yl]benzoate